2'-chloro-N-(5-((1s,3s)-3-fluoro-3-(hydroxymethyl)cyclobutane-1-carbonyl)-5,6-dihydro-4H-pyrrolo[3,4-d]thiazol-2-yl)-5'-methoxy-6-methyl-[4,4'-bipyridine]-3-carboxamide ClC1=NC=C(C(=C1)C1=C(C=NC(=C1)C)C(=O)NC=1SC2=C(N1)CN(C2)C(=O)C2CC(C2)(CO)F)OC